ClC=1C=NC=C(C1C(C)ON1N=C(C2=CC=CC=C12)C1=NC2=C(N1)CN(C2)S(=O)(=O)C)Cl (1-(3,5-dichloropyridin-4-yl)ethoxy)-3-(5-(methylsulfonyl)-1,4,5,6-tetrahydropyrrolo[3,4-d]imidazol-2-yl)-1H-indazole